C1(CC1)C=1N=NN(C1)[C@H](C(=O)N1[C@@H](C[C@H](C1)O)C(=O)NCC1=NC=C(C=N1)C)C(C)(C)C (2S,4r)-1-[(2S)-2-(4-cyclopropyl-triazol-1-yl)-3,3-dimethyl-butyryl]-4-hydroxy-N-[(5-methylpyrimidin-2-yl)methyl]pyrrolidine-2-carboxamide